6-fluoro-2,3,4,9-tetrahydro-1H-pyrido[3,4-b]indole FC=1C=C2C3=C(NC2=CC1)CNCC3